ICC1OC(OC1)(C)C 4-(iodomethyl)-2,2-dimethyl-1,3-dioxolane